(Z)-2-(5-bromo-1H-indol-3-yl)-3-(4-(phenylsulfanyl)pyridin-3-yl)acrylonitrile BrC=1C=C2C(=CNC2=CC1)/C(/C#N)=C/C=1C=NC=CC1SC1=CC=CC=C1